4-(diisoamyl-phosphino)aniline C(CC(C)C)P(C1=CC=C(N)C=C1)CCC(C)C